ClC1=CC2=C(OC(CN2CC)C(=O)N[C@@H]2CC[C@H](CC2)NC(COC2=CC=C(C=C2)Cl)=O)C=C1 trans-6-chloro-N-(4-(2-(4-chlorophenoxy)acetamido)cyclohexyl)-4-ethyl-3,4-dihydro-2H-benzo[b][1,4]oxazine-2-carboxamide